N-(1-(N-((1S)-2-(6-fluoro-2,3-dimethylphenyl)-1-(5-oxo-4,5-dihydro-1,3,4-oxadi-azol-2-yl)propyl)sulfamoyl)-piperidin-4-yl)acetamide FC1=CC=C(C(=C1C([C@@H](C=1OC(NN1)=O)NS(=O)(=O)N1CCC(CC1)NC(C)=O)C)C)C